C(CCCCCC)C(C(=O)O)CCCCCCC 2-Heptanylnonanoic acid